ClC1=C(C=C(C=C1)C1=CN(C2=NC(=CC=C21)C(=O)N2C(CN(CC2)C2=NC(=C(C(=O)O)C(=C2)C)C)(C)C)C[C@H]2OCCC2)F (S)-6-(4-(3-(4-chloro-3-fluorophenyl)-1-((tetrahydrofuran-2-yl)methyl)-1H-pyrrolo[2,3-b]pyridine-6-carbonyl)-3,3-dimethylpiperazin-1-yl)-2,4-dimethylnicotinic acid